4-methyl-1-[2-(4-methylsulfonylpiperazin-1-yl)propyl]-5-[[2-[6-(2,2,2-trifluoroethyl)pyrido[3,4-d]pyrimidin-4-yl]-2,7-diazaspiro[3.5]nonan-7-yl]methyl]indole-2-carbonitrile CC1=C2C=C(N(C2=CC=C1CN1CCC2(CN(C2)C=2C3=C(N=CN2)C=NC(=C3)CC(F)(F)F)CC1)CC(C)N1CCN(CC1)S(=O)(=O)C)C#N